CC1OC(CC(C1)C1=CC=C(C=C1)NC=1C=CC2=C(OCC(N2C)=O)C1)C 7-((4-(2,6-Dimethyltetrahydro-2H-pyran-4-yl)phenyl)amino)-4-methyl-2H-benzo[b][1,4]oxazin-3(4H)-one